FC1([C@H]2C[C@@H](C[C@@H](C1)N2C(=O)O)O)F |r| (±)-(1S,3R,5R)-6,6-difluoro-3-hydroxy-8-azabicyclo[3.2.1]Octane-8-carboxylic acid